4-(4-methoxybenzyl)-5-oxo-2-(tetrahydro-2H-pyran-2-yl)-4,5-dihydro-2H-pyrazolo[4,3-b]pyridin-7-yl trifluoromethanesulfonate FC(S(=O)(=O)OC=1C=2C(N(C(C1)=O)CC1=CC=C(C=C1)OC)=CN(N2)C2OCCCC2)(F)F